methyl 2-cyano-3-ethoxyacrylate C(#N)C(C(=O)OC)=COCC